N-[(2,4-difluorophenyl)methyl]1-methylpiperidin-4-amine FC1=C(C=CC(=C1)F)CNC1CCN(CC1)C